ethylene glycol dihydroxymethyl ether OC(O)OCCO